ethyl-5-ethylsulfonyl-4-oxo-1-[4-(trifluoromethoxy)phenyl]cinnoline-3-carboxylic acid C(C)C=1C(=C2C(C(=NN(C2=CC1)C1=CC=C(C=C1)OC(F)(F)F)C(=O)O)=O)S(=O)(=O)CC